1-[4-(dibutylaminomethyldimethoxysilyl)phenyl]-1-phenylethylene C(CCC)N(CCCC)C[Si](C1=CC=C(C=C1)C(=C)C1=CC=CC=C1)(OC)OC